4-((4-(4-(2,4-dioxotetrahydropyrimidin-1(2H)-yl)benzyl)piperazin-1-yl)methyl)-N-(4-methyl-3-((4-(pyridin-3-yl)pyrimidin-2-yl)amino)phenyl)benzamide O=C1N(CCC(N1)=O)C1=CC=C(CN2CCN(CC2)CC2=CC=C(C(=O)NC3=CC(=C(C=C3)C)NC3=NC=CC(=N3)C=3C=NC=CC3)C=C2)C=C1